N1(C=NC=C1)C1=CC(=C(C=C1)C1=CC=C(N=N1)N([C@H]1[C@H]([C@@H]2CC[C@H](C1)N2C(=O)OC(C)(C)C)F)C)OCOC |r| (±)-tert-butyl (1S,2R,3R,5R)-3-((6-(4-(1H-imidazol-1-yl)-2-(methoxymethoxy)phenyl)pyridazin-3-yl)(methyl)amino)-2-fluoro-8-azabicyclo[3.2.1]octane-8-carboxylate